5-bromo-3-(thiophen-3-yl)-1-((2-(trimethylsilyl)ethoxy)methyl)-1H-pyrazolo[3,4-b]pyridine BrC=1C=C2C(=NC1)N(N=C2C2=CSC=C2)COCC[Si](C)(C)C